7-cyclopropyl-9-N-(2-fluoro-2-methylpropyl)-2-N-(2-methylpropyl)-1,3-dihydropyrrolo[3,4-g]isoquinoline-2,9-disulfonamide C1(CC1)C=1N=CC=2C=C3C(=C(C2C1)S(=O)(=O)NCC(C)(C)F)CN(C3)S(=O)(=O)NCC(C)C